2-[tert-butyl-(diphenyl)silyl]oxy-N-methoxy-N-methyl-cyclopentanecarboxamide C(C)(C)(C)[Si](OC1C(CCC1)C(=O)N(C)OC)(C1=CC=CC=C1)C1=CC=CC=C1